4-((1-(4-(10-Methoxy-3-phenyl-5H-imidazo[1,2-c]pyrido[3,2-e][1,3]oxazin-2-yl)benzyl)piperidin-4-yl)amino)pyrimidine-2-carbonitrile COC1=CC=NC2=C1C=1N(CO2)C(=C(N1)C1=CC=C(CN2CCC(CC2)NC2=NC(=NC=C2)C#N)C=C1)C1=CC=CC=C1